3,3-difluoro-1-(4-methoxybenzyl)azepan-4-one dodeca-2-yl-formate CC(CCCCCCCCCC)OC=O.FC1(CN(CCCC1=O)CC1=CC=C(C=C1)OC)F